BrC1=C(C=C2C(=NC(=NC2=C1F)Cl)N([C@H]1CN(CC1)C(=O)OC(C)(C)C)C)C(F)(F)F tert-butyl (R)-3-((7-bromo-2-chloro-8-fluoro-6-(trifluoromethyl)quinazolin-4-yl)(methyl)amino)pyrrolidine-1-carboxylate